N'-diphenylmethylethylenediamine C1(=CC=CC=C1)C(NCCN)C1=CC=CC=C1